1-(2-((2-ethoxy-4-(4-methyl-4H-1,2,4-triazol-3-yl)phenyl)amino)-6-methylpyrido[3,4-d]pyrimidin-8-yl)-3-methylpyrrolidin-3-ol C(C)OC1=C(C=CC(=C1)C1=NN=CN1C)NC=1N=CC2=C(N1)C(=NC(=C2)C)N2CC(CC2)(O)C